[N+](=O)([O-])C1=C(C=CC(=C1)[N+](=O)[O-])S(=O)(=O)ON1N=NC=C1 triazol-1-yl 2,4-dinitrobenzenesulfonate